[PH3]=O monophosphine oxide